C(C1=CC=CC=C1)OC1=NC(=CC=C1C1=NN(C2=C(C(=CC=C12)N1CCN(CC1)CC1CCN(CC1)C(=O)OC(C)(C)C)F)C)OCC1=CC=CC=C1 tert-butyl 4-((4-(3-(2,6-bis(benzyloxy)pyridin-3-yl)-7-fluoro-1-methyl-1H-indazol-6-yl)piperazin-1-yl)methyl)piperidine-1-carboxylate